1-(3-chloro-5-fluorophenyl)-3-(3-fluorophenyl)urea ClC=1C=C(C=C(C1)F)NC(=O)NC1=CC(=CC=C1)F